(S)-1-(4-chlorobenzyl)-3-(4-((methyl(1-methyl-2-oxopyrrolidin-3-yl)amino)methyl)phenyl)urea ClC1=CC=C(CNC(=O)NC2=CC=C(C=C2)CN([C@@H]2C(N(CC2)C)=O)C)C=C1